(alphaR)-3-benzoyl-alpha-methyl-phenyl-acetic acid 3-amino-2,2-difluoropropyl ester NCC(COC([C@H](C)C1=CC(=CC=C1)C(C1=CC=CC=C1)=O)=O)(F)F